O1C=NC2=C1C=CC=C2NC2=C(C#N)C=CC(=N2)C2CC2 2-(benzo[d]oxazol-4-ylamino)-6-cyclopropylnicotinonitrile